2-[(3R,4S)-4-[(3S)-3-(5-Cyano-3-pyridyl)isoxazolidine-2-carbonyl]-3-fluoro-1-piperidyl]pyrimidine-4-carboxamide C(#N)C=1C=C(C=NC1)[C@H]1N(OCC1)C(=O)[C@H]1[C@H](CN(CC1)C1=NC=CC(=N1)C(=O)N)F